O=C1OC2=C(N1)C=CC(=C2)NC(OC[C@@H]2OC1=C(C3=C(N=C(S3)C3=C4N=CC(=NC4=CC(=C3)C)OC)C=C1)OC2)=O (R)-(2-(2-methoxy-7-methylquinoxalin-5-yl)-7,8-dihydro-[1,4]dioxino[2',3':3,4]benzo[1,2-d]thiazol-7-yl)methyl (2-oxo-2,3-dihydrobenzo[d]oxazol-6-yl)carbamate